C12CCCCC2C1 bicyclo[4.1.0]heptan